ortho-terphenyl C1(=CC=CC=C1)C=1C(=CC=CC1)C1=CC=CC=C1